ethyl di-(1-hexyl) phosphate P(=O)(OCC)(OCCCCCC)OCCCCCC